C(C)N1N=CC=C1COC1=CC=C(C=C1)C=1C=C(C(NC1C(F)(F)F)=O)C(=O)N 5-(4-((1-ethyl-1H-pyrazol-5-yl)methoxy)phenyl)-2-oxo-6-(trifluoromethyl)-1,2-dihydropyridine-3-carboxamide